1-mercapto-1,1-methandiol SC(O)O